NC=1C=C(OCC2(CC2)CC(=O)OC)C=C(C1)OC methyl 2-(1-((3-amino-5-methoxy-phenoxy)methyl)cyclopropyl)acetate